ClC1=NC=C(C=C1C(C)OC=1C=NC=C(C1)F)F 2-chloro-5-fluoro-3-{1-[(5-fluoropyridin-3-yl)oxy]ethyl}pyridine